2-(4-((tetrahydro-2H-pyran-2-yl)oxy)pent-2-en-1-yl)cyclopentan-1-one O1C(CCCC1)OC(C=CCC1C(CCC1)=O)C